ClC=1C(=NC(=NC1)N1CC2C(C(C1)C2)(F)F)NC2=CC1=C(N(C(N1CCC(C)(C)O)=O)C)C=C2 5-((5-chloro-2-(6,6-difluoro-3-azabicyclo[3.1.1]hept-3-yl)pyrimidin-4-yl)amino)-3-(3-hydroxy-3-methylbutyl)-1-methyl-1,3-dihydro-2H-benzo[d]imidazol-2-one